NC1=NC=CC(=C1Cl)SC=1C(=NC(=CN1)N1C[C@@H]2[C@]([C@@H]2CC1)(C1=C(C(=CC=C1)F)F)CN)N 3-((2-amino-3-chloropyridin-4-yl)thio)-6-((1S,6R,7R)-7-(aminomethyl)-7-(2,3-difluorophenyl)-3-azabicyclo[4.1.0]heptan-3-yl)pyrazin-2-amine